N-(4-isopropoxy-pyridin-2-yl)-5-(5-methoxypyridin-2-yl)oxazol-2-amine C(C)(C)OC1=CC(=NC=C1)NC=1OC(=CN1)C1=NC=C(C=C1)OC